C(C1CO1)OCCC[Si](OCCC)(OCCC)OCCC γ-glycidoxypropyl-tripropoxysilane